n-ButoxyPropoxyPropanol tert-butyl-(S)-benzyl(3-cyclopropyl-6-((1-methylpyrrolidin-3-yl)oxy)imidazo[1,2-b]pyridazin-8-yl)carbamate C(C)(C)(C)C(C1=CC=CC=C1)N(C(=O)OC(CC)OCCCOCCCC)C=1C=2N(N=C(C1)O[C@@H]1CN(CC1)C)C(=CN2)C2CC2